C(C1=CC=CC=C1)NC=1C2=C(N=C(N1)N1C(=CC=3C(=CC=CC13)C(=O)NOC)C)NCCC2 (4-(benzylamino)-5,6,7,8-tetrahydropyrido[2,3-d]pyrimidin-2-yl)-N-methoxy-2-methyl-1H-indole-4-carboxamide